C(#N)C=1N=C(N(C1)COCC[Si](C)(C)C)C(=O)NC1=C(C=C(C=C1)C1=CC2(C=CC(C1)(O2)C(C)C)C(C)C)C2=CCC(CC2)(C)C 4-cyano-N-[2-(4,4-dimethylcyclohexen-1-yl)-4-[1,5-di-isopropyl-8-oxabicyclo[3.2.1]octa-2,6-dien-3-yl]phenyl]-1-(2-trimethylsilylethoxymethyl)imidazole-2-carboxamide